6-cyano-2-ethyl-8-methyl-imidazo[1,2-a]pyrazin C(#N)C=1N=C(C=2N(C1)C=C(N2)CC)C